1-((4-((4-(1H-pyrazol-1-yl)benzyl)(3-methoxybenzyl)amino)pyridin-2-yl)methyl)piperazine-2,5-dione N1(N=CC=C1)C1=CC=C(CN(C2=CC(=NC=C2)CN2C(CNC(C2)=O)=O)CC2=CC(=CC=C2)OC)C=C1